Tert-butyl-((S)-1-(7-chloro-8-fluoro-2-(((2r,7as)-2-fluoro hexahydro-1H-pyrrolizin-7a-yl) methoxy) pyrido[4,3-d]pyrimidin-4-yl) piperidin-3-yl) carbamate C(N)(OC1[C@@H](N(CCC1)C=1C2=C(N=C(N1)OC[C@]13CCCN3C[C@@H](C1)F)C(=C(N=C2)Cl)F)C(C)(C)C)=O